ClC1=C(C=C2CCN(C2=C1)C1=C(C=NC2=CC=C(C=C12)C=1C=C2C(=NC1)NC(=N2)C)C#N)F 4-(6-chloro-5-fluoro-indolin-1-yl)-6-(2-methyl-3H-imidazo[4,5-b]pyridin-6-yl)quinoline-3-carbonitrile